ClC1=NC=C(C(=N1)C1=C(OCCCCOC=2C=C(C=C(C2)[N+](=O)[O-])CS(=NC(OC(C)(C)C)=O)(=O)C)C=C(C=C1)F)F tert-butyl N-[[3-[4-[2-(2-chloro-5-fluoro-pyrimidin-4-yl)-5-fluoro-phenoxy]butoxy]-5-nitro-phenyl]methyl-methyl-oxo-λ6-sulfanylidene]carbamate